C(C)(C)C1=C(C(=CC(=C1)N1N=CC=C1)C(C)C)CC(=O)O 2-(2,6-diisopropyl-4-(1H-pyrazol-1-yl)phenyl)acetic acid